S1C(=NC2=C1C=CC=C2)C(C#N)C2=NC(=NC=C2)NCCC=2C=NC=CC2 2-(1,3-benzothiazol-2-yl)-2-[2-(2-pyridin-3-ylethylamino)pyrimidin-4-yl]acetonitrile